OC=1C=C(C=C(C1)O)CC(C)=O (3,5-dihydroxyphenyl)propanone